C(C)(=O)N1CC2(C1)C=C(N(CC2)C(=O)OC(C)(C)C)C2=C(C=C(C=C2)C(=O)OC)[N+](=O)[O-] tert-Butyl 2-acetyl-6-[4-(methoxycarbonyl)-2-nitrophenyl]-2,7-diazaspiro[3.5]non-5-ene-7-carboxylate